1-benzyl-3-methyl-4-(4-methyl-1-((S)-tetrahydrofuran-3-yl)-1H-pyrazol-5-yl)piperidin-2-one C(C1=CC=CC=C1)N1C(C(C(CC1)C1=C(C=NN1[C@@H]1COCC1)C)C)=O